[2H]CO deutero-methanol